C(C1=CC=CC=C1)OC1=NC(=CC=C1C1=CC(=C(C=C1F)C1OC2(OC1)CCNCC2)F)OCC2=CC=CC=C2 (4-(2,6-bis(benzyloxy)pyridin-3-yl)-2,5-difluorophenyl)-1,4-dioxa-8-azaspiro[4.5]decane